NC=1C=CC(=NC1C1=CCC(CC1)(C)C)N1CC2CCCC(C1)N2C(=O)OC(C)(C)C tert-butyl 3-[5-amino-6-(4,4-dimethylcyclohexen-1-yl)-2-pyridyl]-3,9-diazabicyclo[3.3.1]nonane-9-carboxylate